ClC1=CC(=C(C=C1)NC(OC(C(F)(F)F)C)=O)C(N[C@H](C(C(=O)NC)=O)C[C@H]1C(NCC1)=O)=O (2,2,2-trifluoro-1-methyl-ethyl) N-[4-chloro-2-[[(1S)-3-(methylamino)-2,3-dioxo-1-[[(3S)-2-oxopyrrolidin-3-yl]methyl]propyl]carbamoyl]phenyl]carbamate